1-propenyl-3-methylimidazole bistrifluoromethanesulfonimide salt [N-](S(=O)(=O)C(F)(F)F)S(=O)(=O)C(F)(F)F.C(=CC)N1CN(C=C1)C